C(C)C1=CC=C(C=C1)C1(CC=CC=C1)S(=O)(=O)N 1-(4-ethylphenyl)phenylsulfonamide